ClC=1C=C(C=2C(=CNC2C1Cl)C=1C=NNC1)NC1COC1 6,7-dichloro-N-(oxetan-3-yl)-3-(1H-pyrazol-4-yl)-1H-indol-4-amine